((4-((7-chloroquinazolin-4-yl)amino)pentyl)(oxazol-2-ylmethyl)amino)ethan-1-ol ClC1=CC=C2C(=NC=NC2=C1)NC(CCCN(CC=1OC=CN1)C(C)O)C